N,6-dimethyl-5-(4-((2-((N-methylsulfamoyl)amino)pyridin-4-yl)methyl)piperazin-1-yl)picolinamide CNC(C1=NC(=C(C=C1)N1CCN(CC1)CC1=CC(=NC=C1)NS(NC)(=O)=O)C)=O